O=C1NC(CCC1C=1C=C(C=CC1)N1CCN(CC1)CC[C@@H]1CC[C@H](CC1)NC(C1=CC(=C(C=C1)C1=NC=CC(=C1)C1=CC=2C(NCCC2N1)=O)F)=O)=O N-(trans-4-(2-(4-(3-(2,6-Dioxopiperidin-3-yl)phenyl)piperazin-1-yl)ethyl)cyclohexyl)-3-fluoro-4-(4-(4-oxo-4,5,6,7-tetrahydro-1H-pyrrolo[3,2-c]pyridin-2-yl)pyridin-2-yl)benzamide